C(C1=CC=CC=C1)C1C(NCCCNCCNCCCNC1=O)=O 10-benzyl-1,4,8,12-tetraazacyclopentadecane-9,11-dione